tert-butyl N-[(1S)-4-(1,3-dioxoisoindolin-2-yl)-1-methyl-butyl]carbamate O=C1N(C(C2=CC=CC=C12)=O)CCC[C@H](C)NC(OC(C)(C)C)=O